1-((3-(8-cyanoindolizin-5-yl)pyridin-4-yl)thio)-3,3-difluorocyclobutane-1-carboxylic acid C(#N)C1=CC=C(N2C=CC=C12)C=1C=NC=CC1SC1(CC(C1)(F)F)C(=O)O